Methyl 2-(6-((1H-indazol-4-yl)methyl)-4-methyl-5-oxo-5,6-dihydro-4H-thiazolo[5',4':4,5]pyrrolo[2,3-d]pyridazin-2-yl)acetate N1N=CC2=C(C=CC=C12)CN1N=CC2=C(C1=O)N(C1=C2SC(=N1)CC(=O)OC)C